N1-(6,7-Dichloro-9H-carbazol-3-yl)ethane-1,2-diamine ClC=1C=C2C=3C=C(C=CC3NC2=CC1Cl)NCCN